(R)-N-{1-[1-(4'-acetylamino-biphenyl-3-ylmethyl)-2-hydroxycarbamoyl-ethyl]-1H-[1,2,3]triazol-4-ylmethyl}-4-fluoro-benzamide C(C)(=O)NC1=CC=C(C=C1)C1=CC(=CC=C1)C[C@H](CC(NO)=O)N1N=NC(=C1)CNC(C1=CC=C(C=C1)F)=O